COC1=CC=C(C=C1)B(O)O (4-methoxyphenyl)boronic acid